N-(4-(N-acetylsulfamoyl)phenyl)-3-amino-6-(2,6-difluoro-4-methoxyphenyl)pyrazine-2-carboxamide C(C)(=O)NS(=O)(=O)C1=CC=C(C=C1)NC(=O)C1=NC(=CN=C1N)C1=C(C=C(C=C1F)OC)F